CC1=NOC(=C1C=1C=NC=2CCN(CC2C1)C(=O)OC(C)(C)C)C tert-Butyl 3-(3,5-dimethylisoxazol-4-yl)-7,8-dihydro-1,6-naphthyridine-6(5H)-carboxylate